CN1C(C(=C(C2=CC=CC=C12)N1CC[C@@H](CCC1)OC1=CC=C(C=C1)OC(F)(F)F)C#N)=O |r| (rac)-1-methyl-2-oxo-4-{4-[4-(trifluoromethoxy)phenoxy]azepan-1-yl}-1,2-dihydroquinoline-3-carbonitrile